N-Acetyl-Pyrrolidone C(C)(=O)N1C(CCC1)=O